NC1(C(C=CC(=C1)N)S(=O)(=O)[O-])S(=O)(=O)[O-].[Na+].[Na+] sodium 2,4-diaminobenzenedisulfonate